CC=1OC2=C(C1C(=O)NC1(CCC1)C(NC)=O)C=C(C=C2)OCC2=CN=C(S2)C 2-Methyl-N-(1-(Methylcarbamoyl)Cyclobutyl)-5-((2-Methylthiazol-5-Yl)Methoxy)Benzofuran-3-Carboxamide